Cl.CC(C[C@@H](CN1N=NC=C1)N)C (S)-4-Methyl-1-(1H-1,2,3-triazol-1-yl)pentan-2-amine hydrochloride